ClC=1C=C(C(NC(=O)C=2N=CN(C2)C2=NC(=NC=C2C)NC2CCOCC2)CCO)C=CC1 N-(3-chloro-2-hydroxy-ethylbenzyl)-1-(5-methyl-2-((tetrahydro-2H-pyran-4-yl)amino)-pyrimidin-4-yl)-1H-imidazole-4-carboxamide